7-fluoro-1,3-benzoxazole-5-carbaldehyde FC1=CC(=CC=2N=COC21)C=O